C1=CC(=C(C=C1[N+](=O)[O-])Cl)F 3-chloro-4-fluoronitrobenzene